C(C)(C)(C)OC(=O)N1[C@@H]2CN([C@H](C1)C2)CC(=O)OC (1S,4S)-5-(2-methoxy-2-oxoethyl)-2,5-diazabicyclo[2.2.1]heptane-2-carboxylic acid tert-butyl ester